N-(3-nitro-4-((tetrahydro-2H-pyran-4-yl)methylamino)benzenesulfonyl)benzamide tert-butyl-methyl((8-(2-(trifluoromethyl)pyridin-4-yl)isochroman-4-yl)methyl)carbamate C(C)(C)(C)OC(N(CC1COCC2=C(C=CC=C12)C1=CC(=NC=C1)C(F)(F)F)C)=O.[N+](=O)([O-])C=1C=C(C=CC1NCC1CCOCC1)S(=O)(=O)NC(C1=CC=CC=C1)=O